FC(OC1(CCC1)OCC(=O)N)(F)F 2-(3-cis-(trifluoromethoxy)cyclobutoxy)acetamide